C1(=CC=C(C=C1)CN1C2=C(C=C1)SC=C2C(=O)NC2CC1(CC(C1)C(=O)O)C2)C2=CC=CC=C2 (2R,4R,6R)-6-(4-([1,1'-biphenyl]-4-ylmethyl)-4H-thieno[3,2-b]pyrrole-3-carboxamido)spiro[3.3]heptane-2-carboxylic acid